BrC=1C=CC2=C(N=C(O2)C2=C3C=C(N=CC3=C(N=C2)NCC2=CC=C(C=C2)OC)NC(=O)C2CC2)C1 N-(5-(5-bromobenzo[d]oxazol-2-yl)-8-((4-methoxybenzyl)amino)-2,7-naphthyridin-3-yl)cyclopropanecarboxamide